ClC=1C(=CC(=C(C=O)C1)OC)OCC1=C(C(=CC=C1)B1OC(C(O1)(C)C)(C)C)C 5-chloro-2-methoxy-4-((2-methyl-3-(4,4,5,5-tetramethyl-1,3,2-dioxaborolan-2-yl)benzyl)oxy)benzaldehyde